CC1=C(C(=CC=C1)C)C=1C=C(C=NC1)C(CC(=O)[O-])NC(C(CC(C)C)N1C(CCC2=CC=CC=C12)=O)=O 3-(5-(2,6-dimethylphenyl)pyridin-3-yl)-3-(4-methyl-2-(2-oxo-3,4-dihydroquinolin-1(2H)-yl)pentanamido)propanoate